(S)-1-(4-fluorophenyl)-N-methyl-ethane-1-amine FC1=CC=C(C=C1)[C@H](C)NC